5-(pyridine-4-yl)-1,3,4-oxadiazole-2(3H)-thione N1=CC=C(C=C1)C1=NNC(O1)=S